C(C)(=O)C=1C(=CC2=CN(N=C2C1)C1CCC(CC1)C=O)NC(=O)C1=NC(=CC=C1)C(F)(F)F N-[6-acetyl-2-(4-formylcyclohexyl)indazol-5-yl]-6-(trifluoromethyl)pyridine-2-carboxamide